C1(CC1)C1=C(C(=NO1)C1=C(C=CC=C1)OC(F)(F)F)COC1=CC=C2C(=N1)C1(CC1)CC1=C(O2)C=C(C=C1)C(=O)O 2-((5-cyclopropyl-3-(2-(trifluoromethoxy)phenyl)isoxazol-4-yl)methoxy)-10H-spiro[benzo[6,7]oxepino[3,2-b]pyridine-11,1'-cyclopropane]-7-carboxylic acid